C(#N)C(COC=1C(=CC(=NC1)OCC(F)(F)F)C1=CC=2N(C=C1)N=C(C2)NC(=O)C2CC2)(C)C N-[5-[5-(2-cyano-2-methyl-propoxy)-2-(2,2,2-trifluoroethoxy)-4-pyridyl]pyrazolo[1,5-a]pyridin-2-yl]cyclopropanecarboxamide